CC=1C(=NC=CC1)C1=C(C=CC=C1)C1=CC=CC=C1 (methylpyridinyl)biphenyl